FC=1C(=C(C(=O)N(CC(F)(F)F)C(C)C)C=CC1)OC=1C(=NC=NC1)N1CC2(C1)CCN(CC2)C[C@H]2OC[C@@H](CC2)NS(=O)(=O)C(C)C Fluoro-N-isopropyl-2-((4-(7-(((2S,5R)-5-((1-methylethyl)sulfonamido)tetrahydro-2H-pyran-2-yl)methyl)-2,7-diazaspiro[3.5]nonan-2-yl)pyrimidin-5-yl)oxy)-N-(2,2,2-trifluoroethyl)benzamide